6-fluoro-1-pivaloyl-3,4-dihydrobenzo[cd]indol-5(1H)-one FC1=C2C=3C(=CN(C3C=C1)C(C(C)(C)C)=O)CCC2=O